(3-(2-(3-((6-(((2s,6r)-2,6-dimethylmorpholinyl)methyl)-2-methylpyrimidin-4-yl)amino)-1H-pyrazol-5-yl)ethyl)-4-fluorophenyl)-3-(trifluoromethyl)benzamide C[C@H]1CN(C[C@H](O1)C)CC1=CC(=NC(=N1)C)NC1=NNC(=C1)CCC=1C=C(C=CC1F)C1=C(C(=O)N)C=CC=C1C(F)(F)F